CN1C(=NN=C1)C1(CCC1)C=1C=C(C=CC1)N1C(C2=C(C(=C1)C(F)(F)F)C=C(N2)CN[C@@H](C(C)(C)C)C)=O |r| 6-[3-[1-(4-methyl-1,2,4-triazol-3-yl)cyclobutyl]phenyl]-2-[[[rac-(1R)-1,2,2-trimethylpropyl]amino]methyl]-4-(trifluoromethyl)-1H-pyrrolo[2,3-c]pyridin-7-one